C(CC)(=O)OCCO (2S)-2-hydroxyEthyl propionate